Cl.N1N[C@@H](CCC1)C(=O)OC(C)(C)C (S)-tert-butyl hexahydropyridazine-3-carboxylate hydrochloride